C1=C(C=CC2=CC=CC=C12)C(C)O 1-(Naphthalen-2-yl)ethanol